O([C@H]1[C@H](O)[C@@H](O)[C@H](O)[C@H](O1)CO)C1=CNC2=CC=CC=C12 indole-3-yl β-D-glucopyranoside